FC1(CN(C1)C1=NC=CC(=C1)C1=NOC(=N1)[C@H](C)NC(OC(C)(C)C)=O)F tert-butyl (S)-(1-(3-(2-(3,3-difluoroazetidin-1-yl)pyridin-4-yl)-1,2,4-oxadiazol-5-yl)ethyl)carbamate